tert-butyl N-[3-[[2-amino-8-[[6-[4-[2-[(2,2,2-trifluoroacetyl) amino]ethylcarbamoyl]-1-piperidyl]-3-pyridyl]carbamoyl]-3H-1-benzazepine-4-carbonyl]-propyl-amino]propyl]carbamate NC1=NC2=C(C=C(C1)C(=O)N(CCCNC(OC(C)(C)C)=O)CCC)C=CC(=C2)C(NC=2C=NC(=CC2)N2CCC(CC2)C(NCCNC(C(F)(F)F)=O)=O)=O